NC1=CC2=C(OCC(CN2)OCCC)C=C1 7-amino-2,3,4,5-tetrahydro-3-propoxybenz[b][1,4]oxazepine